FC1(CCN(CCC1)C=1N=NC(=C(C1C(=O)NC1=CC(=CC=C1)[S@](=O)(=NC(CNC)=O)C)C)C(F)(F)F)F (S)-3-(4,4-difluoroazepan-1-yl)-5-methyl-N-(3-(S-methyl-N-(methylglycyl)sulfonimidoyl)phenyl)-6-(trifluoromethyl)pyridazine-4-carboxamide